ClC=1C=C(C=CC1F)NC1=NC=NC2=CC(=C(C=C12)OCCCN1CCOCC1)OCCCCl N-(3-chloro-4-fluorophenyl)-7-(3-chloropropoxy)-6-(3-morpholinopropoxy)quinazolin-4-amine